(5-(4-(2-methyl-2H-1,2,3-triazol-4-yl)phenyl)-8-(methylamino)-2,7-naphthyridin-3-yl)cyclopropanecarboxamide CN1N=CC(=N1)C1=CC=C(C=C1)C1=C2C=C(N=CC2=C(N=C1)NC)C1(CC1)C(=O)N